COC=1C=C(C=CC1C)NC(=O)C1CCC(CC1)N1C(C2=CC=CC(=C2C1)[N+](=O)[O-])=O (1s,4s)-N-(3-Methoxy-4-methylphenyl)-4-(4-nitro-1-oxoisoindolin-2-yl)cyclohexanecarboxamide